N-(1-(1-(3-methoxyphenyl)-2-(methylsulfonylamino)-2-oxoethyl)indol-4-yl)glycine butyl-4-(6-(methoxycarbonyl)pyridin-3-yl)piperazine-1-carboxylate C(CCC)C1N(CCN(C1)C=1C=NC(=CC1)C(=O)OC)C(=O)O.COC=1C=C(C=CC1)C(C(=O)NS(=O)(=O)C)N1C=CC2=C(C=CC=C12)NCC(=O)O